NC(COC)CC 2-amino-1-methoxybutane